(2S,6R)-10-fluoro-9-(trifluoromethyl)-3,4,5,6-tetrahydro-2H-2,6-methanobenzo[b][1,5]oxazocine FC1=C(C=CC2=C1O[C@H]1CCN[C@@H]2C1)C(F)(F)F